C[SiH2]OC(OC(C)=O)OC(C)=O methyl-diacetoxymethoxysilane